Trimethylbicyclo[4.1.0]hept-3-ene CC1(C2(CC2CC=C1)C)C